COC(=O)C1=CC=C2C=NN(C2=C1)CCF 1-(2-fluoroethyl)-1H-indazole-6-carboxylic acid methyl ester